N-(2-(2,2-dimethyl-3-oxo-2,3-dihydrobenzofuran-6-ylamino)-4-(methylthio)pyrimidine-5-carbonyloxy)acetimidamide CC1(OC2=C(C1=O)C=CC(=C2)NC2=NC=C(C(=N2)SC)C(=O)ONC(C)=N)C